[Cl-].[Cl-].C[SiH](C)[Zr+2](C1C(=C(C(=C1C)C)C)C)C=1CC(=C2C(C(=CC=C(C12)C)C(C)C)C)C dimethylsilyl-(3,4,8-trimethyl-5-isopropyl-2,4-dihydroazulenyl)(2,3,4,5-tetramethylcyclopentadienyl)zirconium dichloride